CC1N(C(COC1)C)C(=O)N[C@@H](CCOC1CC(C1)CCC1=NC=2NCCCC2C=C1)C(=O)O N-(3,5-dimethylmorpholine-4-carbonyl)-O-(3-(2-(5,6,7,8-tetrahydro-1,8-naphthyridin-2-yl)ethyl)cyclobutyl)-homoserine